eicosyl 5-bromovalerate BrCCCCC(=O)OCCCCCCCCCCCCCCCCCCCC